ClC1=CC=C(C=C1)C=1N=C(SC1)N(C)C1=C(N=C2N1C=C(C=C2)C=2CCNCC2)CC [4-(4-Chloro-phenyl)-thiazol-2-yl]-[2-ethyl-6-(1,2,3,6-tetrahydro-pyridin-4-yl)-imidazo[1,2-a]pyridin-3-yl]-methyl-amine